(S)-5-benzyl-N-(5-methyl-4-oxo-7-((3-(trifluoromethyl)-5,6-dihydro-[1,2,4]triazolo[4,3-a]pyrazin-7(8H)-yl)methyl)-2,3,4,5-tetrahydrobenzo[b][1,4]oxazepin-3-yl)-1H-1,2,4-triazole C(C1=CC=CC=C1)C1=NC=NN1[C@@H]1C(N(C2=C(OC1)C=CC(=C2)CN2CC=1N(CC2)C(=NN1)C(F)(F)F)C)=O